N-(butylsulfonyl)-O-[3-chloro-4-(4-piperidinyl)butyl]-L-tyrosine C(CCC)S(=O)(=O)N[C@@H](CC1=CC=C(C=C1)OCCC(CC1CCNCC1)Cl)C(=O)O